The molecule is a benzamide obtained by formal condensation of the carboxy group of 4-aminobenzoic acid with the primary amino group of 1-(2-aminoethyl)-2-cyano-3-{3-[3-(piperidin-1-ylmethyl)phenoxy]propyl}guanidine. It has a role as a H2-receptor antagonist. It is a member of guanidines, a member of benzamides, a substituted aniline, a nitrile, an aromatic ether and a member of piperidines. C1CCN(CC1)CC2=CC(=CC=C2)OCCCN=C(NCCNC(=O)C3=CC=C(C=C3)N)NC#N